6-cyclobutaneamido-4-{[3-methoxy-4-(1-methyl-1H-1,2,4-triazol-3-yl)pyridin-2-yl]amino}-N-(2H3)methylpyridazine-3-carboxamide C1(CCC1)C(=O)NC1=CC(=C(N=N1)C(=O)NC([2H])([2H])[2H])NC1=NC=CC(=C1OC)C1=NN(C=N1)C